{6-[({[(1-methyl-1H-tetrazol-5-yl)(phenyl)methylene]amino}oxy)methyl]pyridin-2-yl}carbamic acid tert.-butyl ester C(C)(C)(C)OC(NC1=NC(=CC=C1)CON=C(C1=CC=CC=C1)C1=NN=NN1C)=O